C1(CCCCC1)C(C)C1=CC=CC=C1 2-cyclohexyl-2-phenylethane